(methyl-d3)carbamic acid tert.Butyl ester C(C)(C)(C)OC(NC([2H])([2H])[2H])=O